3-(3-(4-(6-(6-((R)-2-(3-fluorophenyl)pyrrolidin-1-yl)imidazo[1,2-b]pyridazin-3-yl)pyridin-2-yl)piperazin-1-yl)propyl-2-oxo-2,3-dihydro-1H-benzo[d]imidazol-1-yl)piperidine-2,6-dione FC=1C=C(C=CC1)[C@@H]1N(CCC1)C=1C=CC=2N(N1)C(=CN2)C2=CC=CC(=N2)N2CCN(CC2)CCCN2C(N(C1=C2C=CC=C1)C1C(NC(CC1)=O)=O)=O